NCCSNNC(=O)C1(CC(C1)OC)C=1C=NC(=C(C1)Br)Cl (1R,3R)-N'-(2-aminoethylthio)-1-(5-bromo-6-chloropyridin-3-yl)-3-methoxycyclobutane-1-carbohydrazide